C1N(CCCC12CCNCC2)C2=CC=CC=N2 6-(2,9-diazaspiro[5.5]undecan-2-yl)pyridine